ClC=1C(=NC=CC1)C(C)(C)N [1-(3-chloro(2-pyridyl))-isopropyl]amine